(2-(piperidin-4-yl)benzyl)-2-thiocarbonyl-1,2,3,5-tetrahydro-4H-pyrrolo[3,2-d]pyrimidin-4-one N1CCC(CC1)C1=C(CN2C(NC(C3=C2C=CN3)=O)=C=S)C=CC=C1